ClC=1C=C2[C@](NC(NC2=CC1CN1N=CC(=C1)OC)=O)(C(F)(F)F)C#CC1CC1 (S)-6-chloro-4-(cyclopropylethynyl)-7-((4-methoxy-1H-pyrazol-1-yl)methyl)-4-(trifluoromethyl)-3,4-dihydroquinazolin-2(1H)-one